C(C)OP(=O)(OCC)CC1=NN=C(N=N1)C=1C=C(C=C(C(=O)ON2C(CCC2=O)=O)C1)C(=O)ON1C(CCC1=O)=O bis(2,5-dioxopyrrolidin-1-yl) 5-(6-((diethoxyphosphoryl)methyl)-1,2,4,5-tetrazin-3-yl)isophthalate